C(C)(C)C1=C(N=CN1CCOCC)C=C1C(NCC(N1)=O)=O 6-((5-isopropyl-1-(2-ethoxyethyl)-1H-imidazol-4-yl)methylene)piperazine-2,5-dione